2-(4-benzyloxy-2-fluoro-phenyl)-4-[[5-(4-hydroxy-1-piperidyl)-2-pyridyl]amino]-6H-1,6-naphthyridin-5-one C(C1=CC=CC=C1)OC1=CC(=C(C=C1)C1=NC=2C=CNC(C2C(=C1)NC1=NC=C(C=C1)N1CCC(CC1)O)=O)F